N(=C=O)C1C(CC1)N=C=O 1,2-diisocyanato-cyclobutane